C(CNC(=O)C1=CC=CC=C1)(=O)O.[N+](=O)([O-])C1=C(C=CC=C1)N1C(=CC=C1)C=CC=NN\C(=N\[H])\N (E)-N-[1-(2-nitrophenyl)-1H-pyrrole-2-yl-allylideneamino]-guanidine hippuric acid salt